3-{5-[(R)-(1,3-dimethyl-azetidin-3-yl)-hydroxy-(4-isopropyl-phenyl)-methyl]-pyridin-3-yl}-5-phenyl-Oxazolidin-2-one CN1CC(C1)(C)[C@@](C=1C=C(C=NC1)N1C(OC(C1)C1=CC=CC=C1)=O)(C1=CC=C(C=C1)C(C)C)O